BrCCOC1=CC=C(OC2=C3C=CC(=CC3=CC=C2C2=CC=C(C=C2)S(=O)(=O)C)O)C=C1 5-(4-(2-bromoethoxy)phenoxy)-6-(4-(methylsulfonyl)phenyl)-2-naphthol